2,7-bis(diphenyl-phosphinyl)-9,9'-spirobi[fluorene] C1(=CC=CC=C1)P(=O)(C1=CC=2C3(C4=CC(=CC=C4C2C=C1)P(=O)(C1=CC=CC=C1)C1=CC=CC=C1)C1=CC=CC=C1C=1C=CC=CC13)C1=CC=CC=C1